(3-chloro-4-{[(3-fluorophenyl)methyl]oxy}phenyl)-6-[5-({[2-(methylsulfonyl)ethyl]amino}methyl)-2-furanyl]-4-quinazolinamine ClC=1C=C(C=CC1OCC1=CC(=CC=C1)F)C1=NC2=CC=C(C=C2C(=N1)N)C=1OC(=CC1)CNCCS(=O)(=O)C